C1(CC1)C1=NC=NC(=C1C1=NC=C2C(=N1)N(N=C2)CC2=CC(=C(C=C2)C=2NC=C(N2)C(F)(F)F)[N+](=O)[O-])OC 6-(4-cyclopropyl-6-methoxypyrimidin-5-yl)-1-(3-nitro-4-(4-(trifluoromethyl)-1H-imidazol-2-yl)benzyl)-1H-pyrazolo[3,4-d]pyrimidine